CC1=C(CNF)C=CC(=C1)C 2,4-dimethyl-Fluorobenzylamine